BrC1=CC=C(C=C1)N1CCN(CC1)C1CN(C1)C1=CC(=C(C(=O)OC)C(=C1)OC)C=O methyl 4-[3-[4-(4-bromophenyl)piperazin-1-yl] azetidin-1-yl]-2-formyl-6-methoxy-benzoate